5-chloro-6-methyl-2-pyrazine-carboxylic acid ClC=1N=CC(=NC1C)C(=O)O